(2-fluoro-4-methoxy-carbonylphenyl)boronic acid FC1=C(C=CC(=C1)C(=O)OC)B(O)O